1-[((3R)-pyrrolidin-3-yl)methyl]-5-(4-methoxyphenyl)pyrrolo[3,2-b]pyridin N1C[C@@H](CC1)CN1C=CC2=NC(=CC=C21)C2=CC=C(C=C2)OC